FC(C1=CC=C(C=N1)OC1=CC=C(C=C1)C1CCN(CC1)C(=O)OC(C)(C)C)(F)F tert-butyl 4-(4-((6-(trifluoromethyl)pyridin-3-yl)oxy)phenyl)piperidine-1-carboxylate